N(=[N+]=[N-])C[C@@H]1[C@H]2COC([C@@]12C1=CC=CC=C1)=O (1S,5R,6R)-6-(Azidomethyl)-1-phenyl-3-oxabicyclo[3.1.0]hexan-2-one